stearyl-3-mercaptopropionate C(CCCCCCCCCCCCCCCCC)OC(CCS)=O